3-cyano-N-[(1R,3S)-3-{[2-(trifluoromethyl)quinolin-4-yl]amino}cyclohexyl]benzamide C(#N)C=1C=C(C(=O)N[C@H]2C[C@H](CCC2)NC2=CC(=NC3=CC=CC=C23)C(F)(F)F)C=CC1